CN(CC(=O)O)C N,N-dimethyl-glycine